C(C)(C)(C)OP(=O)OP(=O)O diphosphonic acid tert-Butyl ester